CC1(N(CCC1)CCNC(=O)C=1C=C(C(=NC1)C)NC(=O)C=1C=NN2C1SC(=C2)C2=CC=C(C(=O)O)C=C2)C 4-(7-((5-((2-(2,2-dimethylpyrrolidin-1-yl)ethyl)carbamoyl)-2-methylpyridin-3-yl)carbamoyl)pyrazolo[5,1-b]thiazol-2-yl)benzoic acid